8-(4-(4-(4-((2-(2,6-dioxopiperidin-3-yl)-1-oxoisoindolin-4-yl)oxy)butyryl)piperazin-1-yl)piperidin-1-yl)-9-ethyl-6,6-dimethyl-11-oxo-6,11-dihydro-5H-benzo[b]carbazole-3-carbonitrile O=C1NC(CCC1N1C(C2=CC=CC(=C2C1)OCCCC(=O)N1CCN(CC1)C1CCN(CC1)C=1C(=CC2=C(C(C=3NC4=CC(=CC=C4C3C2=O)C#N)(C)C)C1)CC)=O)=O